CC=1N=C2N(C=C(C=C2C(F)(F)F)B2OC(C(O2)(C)C)(C)C)C1 methyl-6-(4,4,5,5-tetramethyl-1,3,2-dioxaborolan-2-yl)-8-(trifluoromethyl)imidazo[1,2-a]pyridine